NC1=C(C2=C(S1)CCC(C2)C(=O)O)C#N 2-amino-3-cyano-4,5,6,7-tetrahydrobenzo[b]thiophene-5-carboxylic acid